(2,6-di-iso-propyl-1,4-phenylen)ether C(C)(C)C1=C2C(=CC(=C1)O2)C(C)C